C1(=CC=CC=C1)C1N(C(OC1)=O)C(C=CC=1SC(=CC1)C1=CC=CC=C1)=O 4-phenyl-3-(3-(5-phenylthiophen-2-yl)propenoyl)oxazolidin-2-one